FC1=C(C=CC(=C1)OCCCCC1CCN(CC1)C1=NC=C(C=N1)COC)CC(=O)N1CCN(CC1)C[C@@H]([C@H]([C@@H]([C@@H](CO)O)O)O)O 2-(2-fluoro-4-(4-(1-(5-(methoxymethyl)pyrimidin-2-yl)piperidin-4-yl)butoxy)phenyl)-1-(4-((2S,3R,4R,5R)-2,3,4,5,6-pentahydroxyhexyl)piperazin-1-yl)ethan-1-one